C(#N)C1(CC1)NS(=O)(=O)C1=CC2=C(NC(N(C2=O)CC=2C=NN(C2)C)=O)S1 N-(1-cyanocyclopropyl)-3-((1-methyl-1H-pyrazole-4-yl)methyl)-2,4-dioxo-1,2,3,4-tetrahydrothieno[2,3-d]Pyrimidine-6-sulfonamide